CC1=C(C=CC=C1)C1=C(C(=CC=C1)C)C(=O)N=C=O methylphenyl-(toluoyl) isocyanate